7-(1-ethyl-3,5-dimethyl-1H-pyrazol-4-yl)-2,2-dimethyl-2H-chromen-3-carbaldehyde C(C)N1N=C(C(=C1C)C1=CC=C2C=C(C(OC2=C1)(C)C)C=O)C